(R)-8-(2,4-difluorophenyl)-6-(2,2-dimethyl-6-(2-methylpyridin-4-yl)morpholino)-2,3-dimethylpyrimido[5,4-d]pyrimidin-4(3H)-one FC1=C(C=CC(=C1)F)C1=NC(=NC2=C1N=C(N(C2=O)C)C)N2CC(O[C@@H](C2)C2=CC(=NC=C2)C)(C)C